CC1=C(C=CC(=C1)C)[C@H](C)NC(CN1N=NC2=C(C1=O)C=CC=C2)=O (S)-N-(1-(2,4-dimethylphenyl)ethyl)-2-(4-oxo-benzo[d][1,2,3]triazin-3(4H)-yl)acetamide